Cl.C1=C(C=CC2=CC=CC=C12)NN 2-naphthylhydrazine hydrochloride salt